FC(CCCCCCCCCCS(=O)(=O)[O-])(F)F trifluoro-undecyl-sulfonate